(6S)-5H,6H,7H-pyrazolo[3,2-b][1,3]oxazin-6-ol N1=CC=C2OC[C@H](CN21)O